(3R)-3-((R)-2-(benzyloxy)propanamido)-4-(4-fluorophenyl)-2-hydroxybutyric acid C(C1=CC=CC=C1)O[C@@H](C(=O)N[C@@H](C(C(=O)O)O)CC1=CC=C(C=C1)F)C